C(=O)C1=NN(C(=C1)C(=O)O)C 3-FORMYL-1-METHYL-1H-PYRAZOLE-5-CARBOXYLIC ACID